1-(4-((4-((3'-chloro-2'-fluoro-4-methoxy-[1,1'-biphenyl]-3-yl)amino)-7-methoxyquinazoline-6-yl)oxy)piperidin-1-yl)prop-2-en-1-one ClC=1C(=C(C=CC1)C1=CC(=C(C=C1)OC)NC1=NC=NC2=CC(=C(C=C12)OC1CCN(CC1)C(C=C)=O)OC)F